2,6-bismaleimido-pyridine C1(C=CC(N1C1=NC(=CC=C1)N1C(C=CC1=O)=O)=O)=O